Methyl 2-chloro-8-[rac-(1S)-1-methoxyethyl]imidazo[1,2-b]pyridazine-7-carboxylate ClC=1N=C2N(N=CC(=C2[C@H](C)OC)C(=O)OC)C1 |r|